1-[(2-methyl-2H-tetrazol-5-yl)-(3-trifluoromethyl-phenyl)-methyl]-3-spiro[3.3]hept-2-yl-urea CN1N=C(N=N1)C(NC(=O)NC1CC2(C1)CCC2)C2=CC(=CC=C2)C(F)(F)F